N-[6-[5-(2-cyano-2-methyl-propoxy)-2-methyl-4-pyridyl]imidazo[1,2-a]pyrazin-2-yl]cyclopropanecarboxamide C(#N)C(COC=1C(=CC(=NC1)C)C=1N=CC=2N(C1)C=C(N2)NC(=O)C2CC2)(C)C